4-(2-((3,5-difluoro-phenyl)sulfonyl)propan-2-yl)-N-(pyridazin-4-yl)piperidine-1-carboxamide FC=1C=C(C=C(C1)F)S(=O)(=O)C(C)(C)C1CCN(CC1)C(=O)NC1=CN=NC=C1